C1(=CC=CC=C1)[C@H](CO)O (1R)-1-phenyl-1,2-ethanediol